C(#N)C1=CC=C(C=N1)N(CCC1OCC2(CN(C2)C(=O)OC(C)(C)C)CO1)CC1=CC(=C(C=C1)C)F tert-butyl 7-(2-((6-cyanopyridin-3-yl)(3-fluoro-4-methylbenzyl)amino)ethyl)-6,8-dioxa-2-azaspiro[3.5]nonane-2-carboxylate